21,24-Dihydroxyoctacosanoic acid OC(CCCCCCCCCCCCCCCCCCCC(=O)O)CCC(CCCC)O